4-methyl-4-azabicyclo[3.1.1]Heptane CN1CCC2CC1C2